C(C)OC(C(CC1=CC=C(C=C1)OCCOCCOCCOCC)N1CCN(CCNCCN(CC1)CC(OC(C)(C)C)=O)CC(=O)OC(C)(C)C)=O 2-[4,10-bis(2-tert-butoxy-2-oxoethyl)-1,4,7,10-tetraazacyclododecan-1-yl]-3-(4-{2-[2-(2-ethoxyethoxy)ethoxy]ethoxy}phenyl)propanoic acid ethyl ester